BrC=1C(=NC(=NC1)Cl)NC=1C=NC2=CC=CC=C2C1P(C)C (3-((5-bromo-2-chloropyrimidin-4-yl)amino)quinolin-4-yl)dimethylphosphine